N=1C=NN2C1C=C(C=C2)OC2=C(C=C(C=C2)NC2=NC=NN1C2=CC(=C1)N1CC(CC1)NC(C=C)=O)Cl N-(1-(4-((4-([1,2,4]triazolo[1,5-a]pyridin-7-yloxy)-3-chlorophenyl)amino)pyrrolo[2,1-f][1,2,4]triazin-6-yl)pyrrolidin-3-yl)acrylamide